CC(C(C1OCCC(C1)C)SC(CC=O)CCCCCCC)C 3-[2-methyl-1-(4-methyltetrahydropyran-2-yl)propyl]sulfanyldecanal